COC1=CC=C(CNC(=O)C=2N=C(OC2C2=C(C=CC=C2)[N+](=O)[O-])C2=CC=C(C=C2)C(F)(F)F)C=C1 (4-methoxybenzyl)-5-(2-nitrophenyl)-2-(4-(trifluoromethyl)phenyl)oxazole-4-carboxamide